C(C)OC(=O)C=1C=NN2C1N=C(C=C2C2=NC=CC=C2)C 5-methyl-7-(pyridin-2-yl)pyrazolo[1,5-a]Pyrimidine-3-carboxylic acid ethyl ester